isooctyl-n-butylmagnesium C(CCCCC(C)C)[Mg]CCCC